tert-butyl 4-{[(4-fluorophenyl)methyl]amino}piperidine-1-carboxylate FC1=CC=C(C=C1)CNC1CCN(CC1)C(=O)OC(C)(C)C